N-([1,2,4]triazolo[3,4-b][1,3,4]thiadiazol-6-yl)-2-(3-(1-acetylpiperidin-4-yl)-5'-fluoro-1'-methyl-1H,1'H-[4,6'-biindazol]-1-yl)acetamide N=1N=CN2C1SC(=N2)NC(CN2N=C(C=1C(=CC=CC21)C2=C(C=C1C=NN(C1=C2)C)F)C2CCN(CC2)C(C)=O)=O